C(C)(=O)OC=C=C(C)C 3-methylbutan-1,2-dien-1-yl acetate